FC=1C=C(C=CC1OC1=NC=CC(=N1)C)C1=CSC2=C1C(=NC=C2)N 3-(3-fluoro-4-((4-methylpyrimidin-2-yl)oxy)phenyl)thieno[3,2-c]pyridin-4-amine